4-chloro-3-(6-chloro-pyridin-3-yl)-N-(2-methoxy-phenyl)-N-methyl-benzamide ClC1=C(C=C(C(=O)N(C)C2=C(C=CC=C2)OC)C=C1)C=1C=NC(=CC1)Cl